N-((1-(3-chloro-4-fluorophenyl)-1H-imidazol-2-yl)methyl)-N-(1H-imidazol-2-yl)-6-methyl-4-(trifluoromethyl)pyridin-2-amine ClC=1C=C(C=CC1F)N1C(=NC=C1)CN(C1=NC(=CC(=C1)C(F)(F)F)C)C=1NC=CN1